diphenyl-(2,4,6-trimethyl-benzoyl)oxygen phosphorus [P].C1(=CC=CC=C1)C=1C(=C(C(=C(C(=O)[O])C1C)C)C1=CC=CC=C1)C